(3S,4R)-3-fluoro-1-(4-(5-isopropyl-8-((2R,3S)-2-methyl-3-(methylsulfonylmethyl)azetidin-1-yl)isoquinolin-3-ylamino)pyrimidin-2-yl)piperidin F[C@@H]1CN(CCC1)C1=NC=CC(=N1)NC=1N=CC2=C(C=CC(=C2C1)C(C)C)N1[C@@H]([C@H](C1)CS(=O)(=O)C)C